CC=1C=C(C=C(C1)C)C=1C(=C(C=CC1)C1=CC=C(C=C1)C)O 3',5'-Dimethyl-3-(4-methylphenyl)-[1,1'-biphenyl]-2-ol